ClC1=NC2=CC(=CC=C2C(=N1)N1[C@@H](CCC1)CO)C(F)(F)F (S)-(1-(2-chloro-7-(trifluoromethyl)quinazolin-4-yl)pyrrolidin-2-yl)methanol